C(#N)C1=CC=C(CN(C=2C3=C(N=CN2)N(C=C3)C[C@@H]3[C@H](CN(CC3)CC(=O)N)O)CC)C=C1 |o1:18,19| rel-2-((3R,4R)-4-((4-((4-cyanobenzyl)(ethyl)amino)-7H-pyrrolo[2,3-d]pyrimidin-7-yl)methyl)-3-hydroxypiperidin-1-yl)acetamide